Di-(1-hydroxydodecyl) selenide OC(CCCCCCCCCCC)[Se]C(CCCCCCCCCCC)O